C(CCCCCCC\C=C/C=C)=O (9Z)-9,11-dodecadienal